NC1=C2C=CC=NC2=C(C=C1C(=O)C=1C2=CN(N=C2C(=C(C1)F)F)C1OCCCC1)C (5-amino-8-methylquinolin-6-yl)-[6,7-difluoro-2-(oxan-2-yl)indazol-4-yl]methanone